2,3,5,6-Tetrafluoro-1,4-benzenedimethanol FC1=C(C(=C(C(=C1F)CO)F)F)CO